N[C@@H](C)C(=O)OC1(CNCC1)CC1=CC=C(C=C1)Cl 3-(4-chlorobenzyl)pyrrolidin-3-yl L-alaninate